C1(CC1)C1=CC(=C(C=C1)C(C)N1C[C@@H](N(C[C@H]1CC)C1=CC(N(C=2N1N=C(C2)CC#N)C)=O)CC)F 2-(7-((2S,5R)-4-(1-(4-cyclopropyl-2-fluorophenyl)ethyl)-2,5-diethylpiperazin-1-yl)-4-methyl-5-oxo-4,5-dihydropyrazolo[1,5-a]pyrimidin-2-yl)acetonitrile